[5-(2-methoxy-1-methyl-vinyl)-3-pyridyl]isoxazole COC=C(C)C=1C=C(C=NC1)C1=NOC=C1